2-pyrrolidin-3-ylethyl 6-[5-(6-methyl-2-pyridyl)-1H-imidazol-4-yl]quinoline-3-carboxylate CC1=CC=CC(=N1)C1=C(N=CN1)C=1C=C2C=C(C=NC2=CC1)C(=O)OCCC1CNCC1